(Z)-N-(4-((3-oxoisoindolin-1-ylidene)methoxy)phenyl)acetamide O=C1N\C(\C2=CC=CC=C12)=C/OC1=CC=C(C=C1)NC(C)=O